C1(CCCCC1)[NH3+] Cyclohexylaminium